C(CCCCC)N=CCC1=CC=CC(=N1)C(C)=O 6-(Hexylimino)ethyl-2-acetylpyridin